4-(5-(2,4-difluorophenyl)-2-methylpyrido[3,4-b]pyrazin-7-yl)-2-(2-methylpyridin-4-yl)morpholine FC1=C(C=CC(=C1)F)C1=NC(=CC=2C1=NC=C(N2)C)N2CC(OCC2)C2=CC(=NC=C2)C